NC(C(=O)OC)CNS(=O)(=O)C1=C(SC(=C1)Cl)Cl methyl 2-amino-3-[(2,5-dichlorothiophene-3-sulfonyl)amino]propanoate